OC1(COC1)C#CC1=CC=NC2=C1OC[C@@H](C(N2C)=O)NC(C2=NC=CC(=C2)OC2=CC=CC=C2)=O (S)-N-(9-((3-hydroxyoxetan-3-yl)ethynyl)-5-methyl-4-oxo-2,3,4,5-tetrahydropyrido[3,2-b][1,4]oxazepin-3-yl)-4-phenoxypicolinamide